C(C)(C)(C)C=1C=C(C=C(C1O)C(C)(C)C)CCC(=O)OCC(COC(CCC1=CC(=C(C(=C1)C(C)(C)C)O)C(C)(C)C)=O)(COC(CCC1=CC(=C(C(=C1)C(C)(C)C)O)C(C)(C)C)=O)COC(CCC1=CC(=C(C(=C1)C(C)(C)C)O)C(C)(C)C)=O pentaerythritol tetrakis(3-(3,5-ditertbutyl 4-hydroxyphenyl) propionate)